2-Fluoro-5-((6-fluoro-4-vinyl-1H-indol-5-yl)oxy)aniline FC1=C(N)C=C(C=C1)OC=1C(=C2C=CNC2=CC1F)C=C